[Na].C1(=CC=CC=C1)C=CC1=C(C=CC=C1)C=CC1=CC=CC=C1 bis(2-phenylvinyl)benzene sodium